FC1=C(N=CC2=C1N=C(N=C2N2CCOCCC2)OC[C@]21CCCN1C[C@@H](C2)F)C2=CC(=CC1=CC=C3C(=C21)CCC3)O 9-(8-fluoro-2-(((2R,7aS)-2-fluorotetrahydro-1H-pyrrolizin-7a(5H)-yl)methoxy)-4-(1,4-oxazepan-4-yl)pyrido[4,3-d]pyrimidin-7-yl)-2,3-dihydro-1H-cyclopenta[a]naphthalen-7-ol